C(\C=C\C=C\C)(=O)O E-E-sorbic acid